NC=1SC2=C(N1)CC[C@@H](C2)N(CCC)CC2CCN(CC2)C(=O)C2=CC1=CC=CC=C1C=C2 (S)-(4-(((2-Amino-4,5,6,7-tetrahydrobenzo[d]thiazol-6-yl)(propyl)amino)methyl)piperidin-1-yl)(naphth-2-yl)methanone